(12R)-20-amino-6-(trifluoromethyl)-22-oxa-3,4,16,21-tetraazatetracyclo[15.3.1.12,5.012,16]docosa-1(21),2,4,17,19-penta-en-6-ol NC1=CC=C2N3CCC[C@H]3CCCCCC(C3=NN=C(C1=N2)O3)(O)C(F)(F)F